4-(2-methyloxane-2-carbonyl)piperazin CC1(OCCCC1)C(=O)N1CCNCC1